N1=C(C=CC=C1)C=1N=C2N(N=CC=C2)C1 PYRIDINYLIMIDAZO[1,2-B]PYRIDAZINE